C(C1=CC=CC=C1)N1CC2C=CC(C1)N2C(C)(C)C2=CC=CC=C2 3-Benzyl-8-(2-phenylpropan-2-yl)-3,8-diazabicyclo[3.2.1]oct-6-ene